N-[4-([4-[3-(3-Aminoprop-1-yn-1-yl)phenyl]piperazin-1-yl]sulfonyl)phenyl]-2-(N-methyl-methanesulfonamido)benzamide NCC#CC=1C=C(C=CC1)N1CCN(CC1)S(=O)(=O)C1=CC=C(C=C1)NC(C1=C(C=CC=C1)N(S(=O)(=O)C)C)=O